Dimethyl 5-methyl-(trifluoromethoxy)isophthalate CC=1C=C(C(=C(C(=O)OC)C1)OC(F)(F)F)C(=O)OC